1-benzyl-4-chloro-1H-indazole-6-carboxylic acid C(C1=CC=CC=C1)N1N=CC2=C(C=C(C=C12)C(=O)O)Cl